C1(CCCC1)N1N=CC(=C1)C1=CN=C(C2=CC(=C(C=C12)C(=O)N)OC(C)C)OC[C@H]1NC(CC1)=O (S)-4-(1-cyclopentyl-1H-pyrazol-4-yl)-7-isopropoxy-1-((5-oxopyrrolidin-2-yl)methoxy)isoquinoline-6-carboxamide